C(C1=CC=CC=C1)OC1=C2C(=CNC2=CC=C1)C1CN(CC1)CCCC(=NO)N 4-(3-(4-(benzyloxy)-1H-indol-3-yl)pyrrolidin-1-yl)-N'-hydroxybutyramidine